C(CCCCC(C)C)C1=CC=C(C=C1)OC1=CC=C(C=C1)CCCCCC(C)C 4-isooctylphenyl ether